(3-iodo-1-methyl-pyrrolo[2,3-b]pyridin-5-yl)pyrrolidin-2-one IC1=CN(C2=NC=C(C=C21)N2C(CCC2)=O)C